Oxiranone O1C(C1)=O